BrC=1C(=C(C=C(C1OC)Br)[N+](=O)[O-])CBr 3,5-dibromo-2-(bromomethyl)-4-methoxy-1-nitrobenzene